(14Z)-N,N-dimethylnonacos-14-en-10-amine CN(C(CCCCCCCCC)CCC\C=C/CCCCCCCCCCCCCC)C